tert-butyl-4-([4-[2-(cyclopropyl-amino)-7-[trans-4-hydroxycyclohexyl]-7H-pyrrolo-[2,3-d]pyrimidin-5-yl]phenyl]meth-yl)piperazine-1-carboxylate C(C)(C)(C)OC(=O)N1CCN(CC1)CC1=CC=C(C=C1)C1=CN(C=2N=C(N=CC21)NC2CC2)[C@@H]2CC[C@H](CC2)O